[Br-].COC(=O)C=1C(=C(C=CC1)P(C1=CC=CC=C1)C1=CC=CC=C1)C methoxycarbonyl-methyl-triphenyl-phosphine bromide